tert-butyl N-[(1S)-1-(methylcarbamoyl)-2-(oxan-4-yl)ethyl]carbamate CNC(=O)[C@H](CC1CCOCC1)NC(OC(C)(C)C)=O